dimethyl-suberimide dihydrochloride Cl.Cl.CC1(C(=O)NC(CCCCC1)=O)C